5-(4-((5-oxa-2,8-diazaspiro[3.5]nonan-2-yl)methyl)-2-methoxybenzyl)-N4-pentyl-5H-pyrrolo[3,2-d]pyrimidine-2,4-diamine C1N(CC12OCCNC2)CC2=CC(=C(CN1C=CC=3N=C(N=C(C31)NCCCCC)N)C=C2)OC